(5-(5-chloro-2-methoxypyridin-4-yl)-1H-pyrazole-3-carbonyl)-N-((6-(trifluoromethyl)pyridin-2-yl)methyl)piperidine-4-carboxamide ClC=1C(=CC(=NC1)OC)C1=CC(=NN1)C(=O)N1CCC(CC1)C(=O)NCC1=NC(=CC=C1)C(F)(F)F